2-(5-chloropyrazol-1-yl)-5-(2,5-dimethylpyrrol-1-yl)-1,3,4-thiadiazole ClC1=CC=NN1C=1SC(=NN1)N1C(=CC=C1C)C